4-acetamido-2,2,6,6-tetraethylpiperidine C(C)(=O)NC1CC(NC(C1)(CC)CC)(CC)CC